methyl 4-(cyclopropanecarbonylamino)-2-(3,5-dimethylpiperidin-1-yl)benzoate C1(CC1)C(=O)NC1=CC(=C(C(=O)OC)C=C1)N1CC(CC(C1)C)C